[C@@H]12C=C(C[C@@H](CC1)N2)C2=CC=C(C=C2)NC=2N=CC1=C(N2)N(C(=C1)C1CC1)C1=CC=CC(=N1)N=S(=O)(C)C ((6-(2-((4-((1S,5R)-8-azabicyclo[3.2.1]oct-2-ene-3-yl)phenyl)amino)-6-cyclopropyl-7H-pyrrolo[2,3-d]pyrimidin-7-yl)pyridin-2-yl)imino)dimethyl-λ6-sulfanone